(3R)-3-(4-Chlorophenyl)-2-[(1S)-1-(5-chloropyridin-2-yl)ethyl]-3-[(1-hydroxycyclopropyl)methoxy]-6-(2-hydroxypropan-2-yl)-2,3-dihydro-1H-isoindol-1-on ClC1=CC=C(C=C1)[C@@]1(N(C(C2=CC(=CC=C12)C(C)(C)O)=O)[C@@H](C)C1=NC=C(C=C1)Cl)OCC1(CC1)O